6-(4-Piperidyloxy)-3,4-dihydroisoquinolin-1-one N1CCC(CC1)OC=1C=C2CCNC(C2=CC1)=O